C(C)(=O)OCCC1CC2(C1)CC(C2)NC(=O)C=2C=C(C=C1C=NN(C21)CC2=NC=C(N=C2)C2=CC(=NC=C2)OC)Cl 2-(6-(5-chloro-1-((5-(2-methoxypyridin-4-yl)pyrazin-2-yl)methyl)-1H-indazole-7-carboxamido)spiro[3.3]heptan-2-yl)ethyl acetate